C([C@H](CC)N)N (S)-1,2-butanediamine